BrC=1C=C(C=2N(C1)C=C(N2)C2CCN(CC2)C2(CC2)C)F 6-bromo-8-fluoro-2-[1-(1-methylcyclopropyl)-4-piperidyl]imidazo[1,2-a]pyridine